3-allyl-1-(5-(7-methoxy-1-methyl-1H-pyrrolo[2,3-c]pyridin-3-yl)-2-methyl-4-phenoxyphenyl)pyrrolidine-2,5-dione C(C=C)C1C(N(C(C1)=O)C1=C(C=C(C(=C1)C1=CN(C2=C(N=CC=C21)OC)C)OC2=CC=CC=C2)C)=O